(S)-7-acetamido-1,2,3-trimethoxy-N-phenyl-9-oxo-5,6,7,9-tetrahydrobenzo[a]heptalen-10-carboxamide C(C)(=O)N[C@H]1CCC2=C(C3=CC=C(C(C=C13)=O)C(=O)NC1=CC=CC=C1)C(=C(C(=C2)OC)OC)OC